P(O)(=O)(OP(=O)(O)OP(=O)(O)O)OC[C@@H]1[C@H]([C@H]([C@@](O1)(N1C(=O)NC(=O)C=C1)CC=CN)O)O 3-Aminoallyluridine-5'-Triphosphate